methyl (5-(4-((tert-butoxycarbonyl)amino)phenyl)thiophene-3-carbonyl)-L-serinate C(C)(C)(C)OC(=O)NC1=CC=C(C=C1)C1=CC(=CS1)C(=O)N[C@@H](CO)C(=O)OC